tert-butyl 4-(5-(3-((2-(2,6-dioxopiperidin-3-yl)-1,3-dioxoisoindolin-5-yl)oxy)propyl)pyridin-2-yl)piperazine-1-carboxylate O=C1NC(CCC1N1C(C2=CC=C(C=C2C1=O)OCCCC=1C=CC(=NC1)N1CCN(CC1)C(=O)OC(C)(C)C)=O)=O